N-(4-(oxazol-5-yl)phenyl)acetamide tert-butyl-2-(6-(trifluoromethyl)-2-vinylpyrimidin-4-yl)-2,6-diazaspiro[3.4]octane-6-carboxylate C(C)(C)(C)OC(=O)N1CC2(CN(C2)C2=NC(=NC(=C2)C(F)(F)F)C=C)CC1.O1C=NC=C1C1=CC=C(C=C1)NC(C)=O